BrC=1C=C(C=CC1OCCO)C(C)(C)C1=CC(=C(C=C1)OCCO)Br 2,2-bis{3-bromo-4-(2-hydroxyethoxy)phenyl}propane